Dinonylnaphthalenesulfonate zinc [Zn+2].C(CCCCCCCC)C=1C(=C(C2=CC=CC=C2C1)S(=O)(=O)[O-])CCCCCCCCC.C(CCCCCCCC)C=1C(=C(C2=CC=CC=C2C1)S(=O)(=O)[O-])CCCCCCCCC